1,2-bistriethoxysilylethane C(C)O[Si](CC[Si](OCC)(OCC)OCC)(OCC)OCC